N1C=CC=2C1=NC(=CC2)CN (1H-pyrrolo[2,3-b]pyridin-6-yl)methylamine